C(#N)C1=CC(=CC=2N=C(OC21)C=2C(=C(C=CC2)C2=C(C(=CC=C2)C=2SC1=C(N2)CN(C1)C(CNC(C)C)=O)C)C)CN1C[C@@H](CC1)C(=O)O (R)-1-((7-cyano-2-(3'-(5-(2-(isopropylamino)acetyl)-5,6-dihydro-4H-pyrrolo[3,4-d]thiazol-2-yl)-2,2'-dimethylbiphenyl-3-yl)benzo[d]oxazol-5-yl)methyl)pyrrolidine-3-carboxylic acid